C1(=CC=CC=C1)C1(N(C=CC=C1)C(=O)NN)C1=CC=CC=C1 2,2-Diphenyl-1-pyridinehydrazide